C(C)OC(C1=C(C=C(C=C1)[N+](=O)[O-])[N+](=O)[O-])=O ethyl-2,4-dinitrobenzoate